[2-(4-piperidyl)ethyl] butanedioate C(CCC(=O)[O-])(=O)OCCC1CCNCC1